O=C1N(C(C=C1)=O)C=1C(=C(OCCCC(=O)O)C(=CC1)CCC(OC1=C(C(=CC(=C1F)F)F)F)=O)F 4-(3-(2,5-dioxo-2,5-dihydro-1H-pyrrol-1-yl)-2-fluoro-6-(3-oxo-3-(2,3,5,6-tetrafluorophenoxy)propyl)phenoxy)butanoic acid